5-(1H-pyrazol-4-yl)-2-{6-[(3R,5S)-3,4,5-trimethylpiperazin-1-yl]pyridazin-3-yl}pyridin-3-ol dihydrochloride Cl.Cl.N1N=CC(=C1)C=1C=C(C(=NC1)C=1N=NC(=CC1)N1C[C@H](N([C@H](C1)C)C)C)O